2-(6,7-dimethoxy-4-oxoquinazolin-3(4H)-yl)-N'-(4-chlorophenyl)acetohydrazide COC=1C=C2C(N(C=NC2=CC1OC)CC(=O)NNC1=CC=C(C=C1)Cl)=O